OC(COC1=CC(=NC=C1)C=1N=C(C2=C(N1)CC(C2)(C)C)N(CC(=O)NC(C)C)C)(C)C 2-({2-[4-(2-hydroxy-2-methylpropoxy)pyridin-2-yl]-6,6-dimethyl-5H,6H,7H-cyclopenta[d]pyrimidin-4-yl}(methyl)amino)-N-(propan-2-yl)acetamide